C1N(CC12CCNCC2)C2=CC=C(C=C2)C2C(NC(CC2)=O)=O 3-[4-(2,7-Diazaspiro[3.5]nonan-2-yl)phenyl]piperidine-2,6-dione